ClC=1C(N(C(=CC1OCC1=C(C=C(C=C1)F)F)C)C1=C(C=C(C=C1F)N1CCN(CC1)C)F)=O 3-chloro-4-[(2,4-difluorobenzyl)oxy]-1-[2,6-difluoro-4-(4-methylpiperazin-1-yl)phenyl]-6-methylpyridin-2(1H)-one